3-(2-(4-Methoxybenzenesulfonyl)-1,2,3,4-tetrahydroisoquinolin-5-yl)-3-(1-methyl-1H-benzo[d][1,2,3]triazol-5-yl)propionic acid methyl ester COC(CC(C1=CC2=C(N(N=N2)C)C=C1)C1=C2CCN(CC2=CC=C1)S(=O)(=O)C1=CC=C(C=C1)OC)=O